C(C)OC(=O)C1=CC=NC2=CC=C(C=C12)CC1=NN(N=C1C)C 6-((2,5-dimethyl-2H-1,2,3-triazol-4-yl)methyl)quinoline-4-carboxylic acid ethyl ester